mercaptoacetyl chloride hydrochloride Cl.SCC(=O)Cl